tert-butyl N-[1-[[2-chloro-5-(1-isopropyl-6-oxo-3-pyridyl)phenyl]methyl]-2-[4-(2-methylpyrazol-3-yl)anilino]-2-oxo-ethyl]carbamate ClC1=C(C=C(C=C1)C1=CN(C(C=C1)=O)C(C)C)CC(C(=O)NC1=CC=C(C=C1)C=1N(N=CC1)C)NC(OC(C)(C)C)=O